acetone-d4 C(C(=O)C([2H])([2H])[2H])[2H]